BrC(=C(Cl)C1=CC=CC=C1)Br (2,2-dibromo-1-chloroethenyl)benzene